NC1(C)CC=CC(=C1)N 1,5-diaminotoluene